C(CCC)C1=C(C=O)C=CC(=C1)C 2-n-butyl-4-methylbenzaldehyde